(E)-1-(2-((tert-Butyldimethylsilyloxy)methyl)phenyl)-3-(3-hydroxyphenyl)prop-2-en-1-one [Si](C)(C)(C(C)(C)C)OCC1=C(C=CC=C1)C(\C=C\C1=CC(=CC=C1)O)=O